NC1=C2C(=NC=N1)N(N=C2C2=C(C=C(C=C2)OC2=CC=CC=C2)F)[C@@H]2CN(CCC2)C(=O)C(C#N)=CC(C)(N2CCN(CC2)C2COC2)C (S)-2-[3-[4-amino-3-(2-fluoro-4-phenoxy-phenyl)pyrazolo[3,4-d]pyrimidin-1-yl]piperidine-1-carbonyl]-4-methyl-4-[4-(oxetan-3-yl)piperazin-1-yl]pent-2-enenitrile